C(C)(=O)N1CCC(CC1)NCC=1C(=CC(=NC1)C(=O)NC1=C(C(=CC=C1)C1=NC=CC(=C1Cl)C1=NC(=C(C=C1)CNC[C@H]1NC(CC1)=O)OC)Cl)OC (S)-5-(((1-acetylpiperidin-4-yl)amino)methyl)-N-(2-chloro-3-(3'-chloro-6-methoxy-5-((((5-oxopyrrolidin-2-yl)methyl)amino)methyl)-[2,4'-bipyridin]-2'-yl)phenyl)-4-methoxypicolinamide